N1-((S)-3-cyclopropyl-1-oxo-1-(((S)-3-oxo-1-((S)-2-oxopyrrolidin-3-yl)-4-(trifluoromethoxy)butan-2-yl)amino)propan-2-yl)-N2-(piperidin-4-yl)oxalamide C1(CC1)C[C@@H](C(N[C@@H](C[C@H]1C(NCC1)=O)C(COC(F)(F)F)=O)=O)NC(C(=O)NC1CCNCC1)=O